1-(4-chlorobenzyl)cyclopropane-1-ol ClC1=CC=C(CC2(CC2)O)C=C1